ClC=1C=NN(C(C1Cl)=O)[C@@H](C(=O)NC1=CC(=C(C=C1)F)S(NCCC1=NC=CC=C1)(=O)=O)C (R)-2-(4,5-dichloro-6-oxopyridazin-1(6H)-yl)-N-(4-fluoro-3-(N-(2-(pyridin-2-yl)ethyl)sulfamoyl)phenyl)propanamide